C(C)N(C(OC1=C(C(=C(C=C1)Cl)Cl)C(C1=CC=NC=C1)O)=O)CC 3,4-dichloro-2-[hydroxy(pyridin-4-yl)methyl]phenyl N,N-diethylcarbamate